4,4'-(pyridin-2-ylmethylene)diphenol N1=C(C=CC=C1)C(C1=CC=C(C=C1)O)C1=CC=C(C=C1)O